NC1=C(C(NC(=N1)OC)=O)N=O 6-amino-2-methoxy-5-nitrosopyrimidin-4(3H)-one